tert-butyl 3-methylsulfanyl-8-azaspiro[4.5]decane-8-carboxylate CSC1CCC2(C1)CCN(CC2)C(=O)OC(C)(C)C